(3S,3aR,6S,6aR)-6-(aminomethyl)-N-tritylhexahydrofuro[3,2-b]furan-3-amine NC[C@H]1CO[C@H]2[C@@H]1OC[C@@H]2NC(C2=CC=CC=C2)(C2=CC=CC=C2)C2=CC=CC=C2